C(C)N1CCC2=CC(=CC=C12)C1=C(C2=C(CCC1)C=C(C=C2)O)C2=CC=C(C=C2)O[C@@H]2CN(CC2)CCCF 6-(1-ethylindolin-5-yl)-5-[4-[(3S)-1-(3-fluoropropyl)pyrrolidin-3-yl]oxyphenyl]-8,9-dihydro-7H-benzo[7]annulen-2-ol